C1(=CC=CC=C1)C1=CC=CC(=N1)C=1C(=C(C(=C(C1N1C2=CC=CC=C2C=2C=CC=CC12)N1C2=CC=CC=C2C=2C=CC=CC12)C1=CC=NC=C1)N1C2=CC=CC=C2C=2C=CC=CC12)N1C2=CC=CC=C2C=2C=CC=CC12 9,9',9'',9'''-(3-(6-phenylpyridin-2-yl)-6-(pyridin-4-yl)benzene-1,2,4,5-tetrayl)tetrakis(9H-carbazole)